NC1=NC=C(C(=N1)N)CC1=CC(=C(C(=C1)Cl)N)Cl 2,4-diamino-5-(4-amino-3,5-dichlorobenzyl)-pyrimidine